6',7'-dihydrospiro[cyclopentane-1,5'-pyrrolo[2,3-d]pyrimidine]-6'-one N1=CN=CC2=C1NC(C21CCCC1)=O